2-(4-(4-acryloxycyclohexylmethyl)piperazin-1-yl)-6-(trifluoromethyl)-8-nitro-benzothiopyran-4-one C(C=C)(=O)OC1CCC(CC1)CN1CCN(CC1)C=1SC2=C(C(C1)=O)C=C(C=C2[N+](=O)[O-])C(F)(F)F